hydroxymethyl-xylenol OCC=1C(C(C=CC1)(C)O)C